Cl.CCC(C)ON(C(=S)NC=1C=C2C(=CNC2=CC1)C=1CCN(CC1)C(C)CCC)C1=CC=CC=C1 N-(3-butoxy)phenyl-N'-(3-(1-(2-pentyl)-1,2,3,6-tetrahydropyridin-4-yl)-1H-indol-5-yl)thiourea hydrochloride